N-(4-((3-(5-(Dimethylphosphoryl)-1-methyl-1H-pyrazol-3-yl)-2-methoxyphenyl)amino)-5-propionylpyridin-2-yl)cyclopropanecarboxamide CP(=O)(C)C1=CC(=NN1C)C=1C(=C(C=CC1)NC1=CC(=NC=C1C(CC)=O)NC(=O)C1CC1)OC